(S)-2-amino-4-phenylbutyric acid N[C@H](C(=O)O)CCC1=CC=CC=C1